C(#N)C=1C=C(C=NC1N1N=CC=N1)NC(=O)C=1C=NN(C1C(F)(F)F)C1=NC(=CC=C1)NC N-(5-cyano-6-(2H-1,2,3-triazol-2-yl)pyridin-3-yl)-1-(6-(methylamino)pyridin-2-yl)-5-(trifluoromethyl)-1H-pyrazole-4-carboxamide